4-((2-(3-((2-methoxy-4-(methylsulfonyl)phenyl)amino)prop-1-yn-1-yl)-3-(2,2,2-trifluoroethyl)benzo[b]thiophen-7-yl)amino)cyclohexan-1-one COC1=C(C=CC(=C1)S(=O)(=O)C)NCC#CC1=C(C2=C(S1)C(=CC=C2)NC2CCC(CC2)=O)CC(F)(F)F